2-(2,6-Diisopropyl-4-(naphthalen-2-yl)phenyl)acetic acid tert-butyl ester C(C)(C)(C)OC(CC1=C(C=C(C=C1C(C)C)C1=CC2=CC=CC=C2C=C1)C(C)C)=O